BrC=1N(C2=C(CN(CC2)C(=O)OC(C)(C)C)N1)CC1=C(C=CC=C1)C(F)(F)F Tert-Butyl 2-bromo-1-[[2-(trifluoromethyl)phenyl]methyl]-1H,4H,5H,6H,7H-imidazo[4,5-c]pyridine-5-carboxylate